The molecule is a 9-HODE in which the 9-hydroxy group has R-stereochemistry. It is a conjugate acid of a 9(R)-HODE(1-). It is an enantiomer of a 9(S)-HODE. CCCCC/C=C\\C=C\\[C@@H](CCCCCCCC(=O)O)O